C(C1=CC=CC=C1)C1=C(OCCO)C=CC(=C1)C 2-(2-benzyl-4-methylphenoxy)ethanol